C(C)(C)(C)OC(C1=CC=CC=C1COCCF)=O 6-((2-fluoroethoxy)methyl)benzoic acid tert-butyl ester